OC1=C(C=CC(=C1)O)CNCC=1C(=C(C=CC1)CS(=O)(=O)NC)F 1-[3-({[(2,4-dihydroxyphenyl)methyl]amino}methyl)-2-fluorophenyl]-N-methylmethanesulfonamide